ClC1=CC(=C(C=C1)SCC1=CC=CCN1OC1CCN(CC1)CC1=NC2=C(N1C[C@H]1OCC1)C=C(C=C2)C(=O)OC)F methyl (S)-2-((4-((6-((4-chloro-2-fluorophenylthio)methyl)pyridin-1-yl)oxy)piperidin-1-yl)methyl)-1-(oxetan-2-ylmethyl)-1H-benzo[d]imidazole-6-carboxylate